3-amino-3-(pyrimidin-5-yl)propionic acid ethyl ester C(C)OC(CC(C=1C=NC=NC1)N)=O